OC1=C(C(=CC(=C1)C)C)B(O)O 2-hydroxy-4,6-dimethylphenylboronic acid